C(C1=CC=CC=C1)NC1=CC=CC=2N(C=NC21)[C@H]2[C@H]([C@@H]([C@H](O2)COC(C(=O)O)C(=O)O)O)F 2-(((2R,3R,4S,5R)-5-(4-(benzylamino)-1H-benzo[d]imidazol-1-yl)-4-fluoro-3-hydroxytetrahydrofuran-2-yl)methoxy)malonic acid